(S,E)-ethyl 2-(tert-butylsulfinylimino)acetate C(C)(C)(C)[S@](=O)\N=C\C(=O)OCC